COC1=CC=C(C=C1)CN1C(N(CCC1=O)C1=CN=CC2=C(C(=CC=C12)C)N1CCN(CC1)C(=O)OC(C)(C)C)=O tert-butyl 4-[4-[3-[(4-methoxyphenyl)methyl]-2,4-dioxo-hexahydropyrimidin-1-yl]-7-methyl-8-isoquinolyl]piperazine-1-carboxylate